4-((5-(Acetyloxy)-2H-tetrazol-2-yl)(phenyl)methyl)piperidine-1-carboxylic acid tert-butyl ester C(C)(C)(C)OC(=O)N1CCC(CC1)C(C1=CC=CC=C1)N1N=C(N=N1)OC(C)=O